(((1R,3R)-3-iodocyclobutoxy)methyl)benzene IC1CC(C1)OCC1=CC=CC=C1